OC=1C=C(C=CC1)C1=NN=NC2=C1NN=N2 meta-hydroxyphenyltriazolotriazine